6-(benzyloxy)-8-fluoro-7-iodo-3,4-dihydro-1H-spiro[naphthalene-2,2'-[1,3]dioxolane] C(C1=CC=CC=C1)OC=1C=C2CCC3(OCCO3)CC2=C(C1I)F